3-hydroxyvaleric acid potassium salt [K+].OC(CC(=O)[O-])CC